(4-pentyl-[1,1-biphenyl]-4-yl)boronic acid C(CCCC)C1(CC=C(C=C1)C1=CC=CC=C1)B(O)O